BrC1=C2C3(C(N(C2=CC=C1)CC(=O)NCC(F)(F)F)=O)CN(C3)C(=O)C=3C=C1C=NNC1=CC3 2-[4'-bromo-1-(1H-indazole-5-carbonyl)-2'-oxospiro[azetidine-3,3'-indol]-1'-yl]-N-(2,2,2-trifluoroethyl)acetamide